(mercaptomethyldithio)methylmercaptan SCSSCS